The molecule is a steroid acid anion that is the conjugate base of 3-hydroxy-9-oxo-9,10-seco-23,24-bisnorchola-1,3,5(10)-trien-22-oic acid, obtained by deprotonation of the carboxy group; major species at pH 7.3. It is a steroid acid anion and a 7-oxo monocarboxylic acid anion. It is a conjugate base of a 3-hydroxy-9-oxo-9,10-seco-23,24-bisnorchola-1,3,5(10)-trien-22-oic acid. CC1=C(C=C(C=C1)O)CC[C@H]2[C@@H]3CC[C@@H]([C@]3(CCC2=O)C)[C@H](C)C(=O)[O-]